N1=CC=C2N1C1=C(N=C2)N=CC(=C1)C(=O)O Pyrazolo[1,5-a]pyrido[2,3-e]pyrazine-8-carboxylic acid